5-(methyl(phenyl)amino)-[1,2,4]-triazolo[4,3-a]quinazoline-8-carbonitrile CN(C1=NC=2N(C3=CC(=CC=C13)C#N)C=NN2)C2=CC=CC=C2